2-[({[(2R,3S,11bR)-9,10-dimethoxy-3-(2-methylpropyl)-1H,2H,3H,4H,6H,7H,11bH-pyrido[2,1-a]isoquinolin-2-yl]methoxy}carbonyl)amino]-2-methylpropanoic acid COC=1C=C2CCN3[C@@H](C2=CC1OC)C[C@H]([C@@H](C3)CC(C)C)COC(=O)NC(C(=O)O)(C)C